NC1=NC(=NN1CC1=CC=C(C=C1)C=C)SC(C)C 5-amino-3-isopropylthio-1-(4-vinylbenzyl)-1H-1,2,4-triazole